2-(4-(1,3-dioxan-2-yl)phenyl)-5-(4-(trifluoromethyl)pyridin-2-yl)thiazole O1C(OCCC1)C1=CC=C(C=C1)C=1SC(=CN1)C1=NC=CC(=C1)C(F)(F)F